N-[(3S,4S)-1-methyl-3-methyl-4-piperidyl]-6-{3-[4-(N-tert-butylcarbamoyl)-2-anisidino]-1-propynyl}-1-(2,2,2-trifluoroethyl)-1H-1,3-benzimidazole-4-carboxamide CN1C[C@@H]([C@H](CC1)NC(=O)C1=CC(=CC=2N(C=NC21)CC(F)(F)F)C#CCNC=2C(OC)=CC=C(C2)C(NC(C)(C)C)=O)C